5,6-dihydro-9,10-dimethoxybenzo(g)-1,3-benzodioxolo(5,6-a)quinolizinium COC1=C(C=CC2=C1C=[N+]1CCC3=C(C1=C2)C=C2C(OCO2)=C3)OC